BrC=1C=C(C=CC1)/C=C/C(=O)N1C(OCC1C1=CC=CC=C1)=O 3-[(2E)-3-(3-bromophenyl)prop-2-enoyl]-4-phenyl-1,3-oxazolidin-2-one